(±)-1,2,4-butanetriol C([C@@H](CCO)O)O |r|